BrC=1C=C(C(=O)NC=2SC3=C(N2)C=CC(=C3)C(=O)O)C=C(N1)OC 2-(2-bromo-6-methoxyisonicotinamido)benzo[d]thiazole-6-carboxylic acid